tert-butyl (3-cyano-4-(4,4,5,5-tetramethyl-1,3,2-dioxaborolan-2-yl)benzothiophene-2-yl)carbamate C(#N)C1=C(SC2=C1C(=CC=C2)B2OC(C(O2)(C)C)(C)C)NC(OC(C)(C)C)=O